O=S1(C2=C(S(CC1)(=O)=O)C=C(C=C2)C2=CC=C(C=C2)C(N(C(=O)C2CCCCC2)C=2C=C(C=CC2)/C=C/C(=O)OC)[2H])=O methyl (E)-3-(3-(N-((4-(1,1,4,4-tetraoxido-2,3-dihydrobenzo[b][1,4]dithiin-6-yl)phenyl)methyl-d)cyclohexanecarboxamido)phenyl)acrylate